N-(3,5-dichloro-4-((2-(2-methoxyethyl)-1-oxo-1,2,3,4-tetrahydroisoquinolin-6-yl)oxy)phenyl)-5-oxo-4,5-dihydro-1,2,4-oxadiazole-3-carboxamide ClC=1C=C(C=C(C1OC=1C=C2CCN(C(C2=CC1)=O)CCOC)Cl)NC(=O)C1=NOC(N1)=O